C[C@H]1CN(CCN1)C(=O)OC(C)(C)C (S)-tert-butyl 3-methylpiperazine-1-carboxylate